1-(7,8-dichloro-1-methyl-10-(1-methyl-1H-pyrazol-3-yl)-3,4-dihydropyrazino[1,2-b]indazol-2(1H)-yl)-2-hydroxyethan-1-one ClC1=C(C=C(C2=C3N(N=C12)CCN(C3C)C(CO)=O)C3=NN(C=C3)C)Cl